bis(aziridin-1-yl)phosphinic acid (S)-4-(4-(5-fluoropyrimidin-2-yl) phenoxy)-5-nitro-2,3-dihydro-1H-inden-1-yl ester FC=1C=NC(=NC1)C1=CC=C(OC2=C3CC[C@@H](C3=CC=C2[N+](=O)[O-])OP(=O)(N2CC2)N2CC2)C=C1